6-{6-bromo-1H,2H,3H,4H-pyrido[2,3-d]pyrimidin-2-yl}-8-fluoro-2-methylimidazo[1,2-a]pyridine BrC1=CC2=C(NC(NC2)C=2C=C(C=3N(C2)C=C(N3)C)F)N=C1